ClC1=C2C(=NC(=C1)NC(C(F)(F)F)C1CC1)N(C=N2)C 7-chloro-N-(1-cyclopropyl-2,2,2-trifluoro-ethyl)-3-methyl-imidazo[4,5-b]pyridin-5-amine